((7S)-1-((3-azabicyclo[3.1.1]hept-6-yl) oxy)-7-benzyl-3,6,9,12-tetraoxo-2,5,8,11-tetraazatridecan-13-yl) carbamate C(N)(OCC(NCC(N[C@H](C(NCC(NCOC1C2CNCC1C2)=O)=O)CC2=CC=CC=C2)=O)=O)=O